(5-methylthiazol-2-yl)ethanone CC1=CN=C(S1)C(C)=O